ethyl 4-cyclopropyl-6-methoxy-4-((4-(1-methyl-4-(trifluoromethyl)-1H-imidazol-2-yl)benzyl)oxy)-[2,5-bipyrimidine]-5-carboxylate C1(CC1)C1(NC(=NC(=C1C(=O)OCC)OC)C=1C=NC=NC1)OCC1=CC=C(C=C1)C=1N(C=C(N1)C(F)(F)F)C